[Fe].[Ca].[Ba].[Al].[Si] Silicon aluminum barium calcium iron